methyl 4-amino-5-chloropicolinate NC1=CC(=NC=C1Cl)C(=O)OC